1-(1-(2-aminothiazol-5-yl)-2-cyclopropylethyl)-5,5-difluorotetrahydropyrimidin-2(1H)-one NC=1SC(=CN1)C(CC1CC1)N1C(NCC(C1)(F)F)=O